BrCC1=CC(=C(C(=O)OC)C=C1[N+](=O)[O-])F methyl 4-(bromomethyl)-2-fluoro-5-nitro-benzoate